Potassium Zinc Aluminum [Al].[Zn].[K]